3-(1,2,3,4-tetrahydronaphthalen-2-yl)cyclopentan-1-one C1C(CCC2=CC=CC=C12)C1CC(CC1)=O